Cl.FCC(C)(O)C1=C2CCN[C@H](C2=CC=C1)C (1R)-1-fluoro-2-[(1S)-1-methyl-1,2,3,4-tetrahydroisoquinolin-5-yl]propan-2-ol hydrochloride